8-[(2-hydroxyethyl)[6-oxo-6-(undecyloxy)hexyl]amino]-octanoic acid 1-octylnonyl ester C(CCCCCCC)C(CCCCCCCC)OC(CCCCCCCN(CCCCCC(OCCCCCCCCCCC)=O)CCO)=O